(S)-N-(1-(6,7-difluoro-4-oxo-3,4-dihydrophthalazin-1-yl)ethyl)-N,1-dimethyl-1H-indole-5-carboxamide FC=1C=C2C(NN=C(C2=CC1F)[C@H](C)N(C(=O)C=1C=C2C=CN(C2=CC1)C)C)=O